BrC1=CN2C3=C(C(NC3=C1)=O)C=N2 6-bromo-1,4,4a-triazacyclopenta[cd]inden-2(1H)-one